ClC=1C(=NC(=NC1)NC=1C=NN(C1)C)C1=CN(C2=CC(=CC=C12)C(C(=O)N)=C)C [3-[5-chloro-2-[(1-methylpyrazol-4-yl)amino]pyrimidin-4-yl]-1-methyl-indol-6-yl]prop-2-enamide